ClC=1C(=C(C=C(C1)C(F)(F)F)[C@@]1(CC(=NO1)C1=CC(=C(C(=O)N[C@@H]2CC(=NO2)CC(F)(F)F)C=C1)C)C(F)(F)F)F |o1:11,23| rel-4-((S)-5-(3-chloro-2-fluoro-5-(trifluoromethyl)phenyl)-5-(trifluoromethyl)-4,5-dihydro-isoxazol-3-yl)-2-methyl-N-((S*)-3-(2,2,2-trifluoroethyl)-4,5-dihydroisoxazol-5-yl)-benzamide